OC(COC1=CC(=NC=C1)C=1N=C(C2=C(N1)CCC2)N(CC(=O)NC(C)C)C)(C)C 2-((2-(4-(2-hydroxy-2-methylpropoxy)pyridin-2-yl)-6,7-dihydro-5H-cyclopenta[d]pyrimidin-4-yl)(methyl)amino)-N-isopropylacetamide